manganese (II) bis-L-phenylalanine N[C@@H](CC1=CC=CC=C1)C(=O)O.N[C@@H](CC1=CC=CC=C1)C(=O)O.[Mn+2]